(2-(4-methylpiperazin-1-yl)ethyl)-2-(4-nitrophenyl)-5-phenyloxazole-4-carboxamide CN1CCN(CC1)CCNC(=O)C=1N=C(OC1C1=CC=CC=C1)C1=CC=C(C=C1)[N+](=O)[O-]